CC1NCCC(C1)C1=C2C(=NC=C1)NC(=N2)C2CCOCC2 7-(2-methyl-4-piperidyl)-2-tetrahydropyran-4-yl-3H-imidazo[4,5-b]pyridine